(2R,3R)-3-((3-(3-chloro-4-fluorophenyl)isoxazol-5-yl)-methoxy)-2-(2,4-difluorophenyl)-1-(1H-1,2,4-triazol-1-yl)butan-2-ol ClC=1C=C(C=CC1F)C1=NOC(=C1)CO[C@@H]([C@@](CN1N=CN=C1)(O)C1=C(C=C(C=C1)F)F)C